7-[[5-[(3R)-3-(1-hydroxy-1-methyl-ethyl)-1-piperidyl]-2-pyridyl]amino]-4-(1-methylpyrrolo[2,3-b]pyridin-4-yl)-2,3-dihydropyrrolo[3,4-c]pyridin-1-one OC(C)(C)[C@H]1CN(CCC1)C=1C=CC(=NC1)NC=1C2=C(C(=NC1)C1=C3C(=NC=C1)N(C=C3)C)CNC2=O